N=1OC=C2C1C=1N(CCC2)N=C2C1CN(CC2)C(=O)OC(C)(C)C tert-Butyl 5,6,9,10-tetrahydro-4H-isoxazolo[3,4-c]pyrido[4',3':3,4]pyrazolo-[1,5-a]azepine-11(12H)-carboxylate